CC=1C(=NC(=CC1)C(=O)NC=1C(=NN(C1)C1COC1)C1=NC=CC=C1)C=1C=NC=CC1 methyl-N-(1-(oxetan-3-yl)-3-(pyridin-2-yl)-1H-pyrazol-4-yl)-[2,3'-bipyridine]-6-carboxamide